C[C@H](CC[C@@H](C)O)O (2R,5R)-2,5-hexanediol